2-amino-naphthalen-1-ol NC1=C(C2=CC=CC=C2C=C1)O